tert-butyl 4-fluoro-4-[2-[(2S)-2-methylpiperazin-1-yl]ethyl]piperidine-1-carboxylate FC1(CCN(CC1)C(=O)OC(C)(C)C)CCN1[C@H](CNCC1)C